FC=1C(=C(C=CC1F)C(=O)N1CC(C1)(O)CNCCC(C)C)NC1=C(C=C(C=C1)I)F 1-({3,4-difluoro-2-[(2-fluoro-4-iodophenyl)amino]phenyl}carbonyl)-3-{[(3-methylbutyl)amino]methyl}azetidin-3-ol